C(C)SC(N)=[NH2+] S-ethyl-isothiouronium